N-tert-butyl-2-{[2-(5-chloropyridin-2-yl)-5H,6H,7H-cyclopenta[d]pyrimidin-4-yl](methyl)amino}acetamide C(C)(C)(C)NC(CN(C)C=1C2=C(N=C(N1)C1=NC=C(C=C1)Cl)CCC2)=O